The molecule is a dipeptide composed of L-aspartic acid and L-tyrosine joined by a peptide linkage. It has a role as a metabolite. It derives from a L-aspartic acid and a L-tyrosine. C1=CC(=CC=C1C[C@@H](C(=O)O)NC(=O)[C@H](CC(=O)O)N)O